BrC1=CC=C(C=C1)C(C)=O 1-(4-bromophenyl)ethanone